3H-benzo[c][1,2]dithiole-3-thione S1SC(C2=C1C=CC=C2)=S